ClC=1C(=NC=C(C1)C)C(C)(C)NC(=O)[C@@H]1CN[C@@H](CO1)CO (2S,5R)-N-(2-(3-chloro-5-methylpyridin-2-yl)propan-2-yl)-5-(hydroxymethyl)morpholine-2-carboxamide